2-[4-[(E)-3-(3-Methoxy-4-phenylmethoxyphenyl)prop-2-enoyl]phenoxy]acetic acid COC=1C=C(C=CC1OCC1=CC=CC=C1)/C=C/C(=O)C1=CC=C(OCC(=O)O)C=C1